(R)-N-(1-(2,4-dichlorophenyl)ethyl)-5-(3-(1-(3-(methylsulfonyl)propyl)piperidine-4-yl)azetidin-1-yl)-[1,2,4]triazolo[1,5-a]pyrimidin-7-amine ClC1=C(C=CC(=C1)Cl)[C@@H](C)NC1=CC(=NC=2N1N=CN2)N2CC(C2)C2CCN(CC2)CCCS(=O)(=O)C